C(C)(C)(C)C=1C=C(C=C(C1O)C(C)(C)C)CCC(=O)O 3-(3,5-di-tert.-butyl-4-hydroxyphenyl)propionic acid